carbamic acid (R)-tetrahydrofuran-3-yl ester O1C[C@@H](CC1)OC(N)=O